6-bromo-2-methyl-4H-benzo[d][1,3]oxazine-4-one BrC1=CC2=C(N=C(OC2=O)C)C=C1